1-(4-{1-sec-butyl-7-[1-(2-methyl-benzofuran-5-yl)-ethylamino]-1H-pyrazolo[4,3-d]pyrimidin-5-yl}-piperazin-1-yl)-ethanone C(C)(CC)N1N=CC=2N=C(N=C(C21)NC(C)C=2C=CC1=C(C=C(O1)C)C2)N2CCN(CC2)C(C)=O